N-[(6-Amino-2-pyridyl)sulfonyl]-6-(6-methoxy-3-pyridyl)-2-(2,4,6-trimethylphenoxy)pyridin-3-carboxamid NC1=CC=CC(=N1)S(=O)(=O)NC(=O)C=1C(=NC(=CC1)C=1C=NC(=CC1)OC)OC1=C(C=C(C=C1C)C)C